C(C1=CC=CC=C1)(C1=CC=CC=C1)N1C(CN(CC1C)CC=1C=C2CN(C(C2=CC1)=O)N1C(NC(CC1)=O)=O)C 1-(5-((4-benzhydryl-3,5-dimethylpiperazin-1-yl)methyl)-1-oxoisoindolin-2-yl)dihydropyrimidine-2,4(1h,3h)-dione